tert-Butyl 4-(4-(6-cyano-3-iodoimidazo[1,2-b]pyridazin-7-yl)phenyl)piperazine-1-carboxylate C(#N)C=1C(=CC=2N(N1)C(=CN2)I)C2=CC=C(C=C2)N2CCN(CC2)C(=O)OC(C)(C)C